C1(=CC=CC=C1)NNC1=CC=C(C=C1)C1=CC=CC=C1 1-phenyl-2-(4-biphenylyl)-hydrazine